4-chloro-2-fluoro-5-(7-oxa-2-azaspiro[3.5]non-2-yl)aniline ClC1=CC(=C(N)C=C1N1CC2(C1)CCOCC2)F